5-(2-chloro-5-(isobutyrylaminomethyl)benzoylamino)-1-ethyl-N-(4-fluoro-3-(trifluoromethyl)phenyl)-1H-indole-2-carboxamide ClC1=C(C(=O)NC=2C=C3C=C(N(C3=CC2)CC)C(=O)NC2=CC(=C(C=C2)F)C(F)(F)F)C=C(C=C1)CNC(C(C)C)=O